1-(4-bromophenyl)-2-(3,4-dimethoxyphenyl)propan-1-one BrC1=CC=C(C=C1)C(C(C)C1=CC(=C(C=C1)OC)OC)=O